1-(5-cyanothiophen-2-yl)-3-(1,1-dioxidobenzo[b]thiophen-5-yl)urea C(#N)C1=CC=C(S1)NC(=O)NC1=CC2=C(S(C=C2)(=O)=O)C=C1